4-[[5-[(5-chloro-3-fluoro-2-pyridyl)amino]-4-methyl-3-pyridyl]methyl]-3-fluoro-pyridin-2-amine ClC=1C=C(C(=NC1)NC=1C(=C(C=NC1)CC1=C(C(=NC=C1)N)F)C)F